(25R)-Spirost-6,11-diene C[C@H]1[C@H]2[C@H](C[C@H]3[C@@H]4C=CC5CCCC[C@]5(C)[C@H]4C=C[C@]23C)O[C@]12CC[C@@H](C)CO2